5-acetyl-6-methyl-2-(1-methyl-1H-pyrazol-5-yl)indolizine-7-carboxylic acid ethyl ester C(C)OC(=O)C=1C(=C(N2C=C(C=C2C1)C1=CC=NN1C)C(C)=O)C